4-hydroxy-benzyl phosphonate P(OCC1=CC=C(C=C1)O)([O-])=O